N-Butyl-methyl-pyrrolidine C(CCC)N1C(CCC1)C